5-((dimorpholinophosphoryl)amino)isophthalic acid O1CCN(CC1)P(=O)(N1CCOCC1)NC=1C=C(C=C(C(=O)O)C1)C(=O)O